N1=NC=CC=C2C1=C1C=CN=C1C=C2 [1,2]diazepino[3,4-e]indole